C12C(C3CC(CC(C1)C3)C2)C=2C=C(C=C(C2)C2C3CC1CC(CC2C1)C3)C=3C(=C(C1=C(C2=CC=CC=C2C(=C1C3)NC3=CC(=CC(=C3)C3=CC(=CC(=C3)C(C)(C)C)C(C)(C)C)C3=CC(=CC(=C3)C(C)(C)C)C(C)(C)C)NC3=CC(=CC(=C3)C3=CC(=CC(=C3)C(C)(C)C)C(C)(C)C)C3=CC(=CC(=C3)C(C)(C)C)C(C)(C)C)C3=CC(=CC(=C3)C3C1CC2CC(CC3C2)C1)C1C2CC3CC(CC1C3)C2)C2=CC=CC=C2 bis[3,5-bis(2-adamantyl)phenyl]-N,N'-bis[3,5-bis(3,5-di-tert-butylphenyl)phenyl]-2-phenylanthracene-9,10-diamine